CN1N=CC(=C1C1=NC=C(C(=C1)OC1CN(C1)C(=O)N1N=CCC1C=1SC(=CN1)C)F)C (3-((2-(1,4-dimethyl-1H-pyrazol-5-yl)-5-fluoropyridin-4-yl)oxy)azetidin-1-yl)(5-(5-methylthiazol-2-yl)-4,5-dihydro-1H-pyrazol-1-yl)methanone